C(C)C1N(CCCC1)[Si](OC)(OC)C(C)(C)C(C)C (2-ethylpiperidinyl)thexyldimethoxysilane